ClCCC(CCC)Cl 1,3-dichlorohexane